1-benzyl-5-(((tert-butyldimethylsilyl)oxy)methyl)pyrrolidin-2-one C(C1=CC=CC=C1)N1C(CCC1CO[Si](C)(C)C(C)(C)C)=O